(R)-Cysteic acid N[C@@H](CS(=O)(O)=O)C(=O)O